N(=C=O)CCCCCCC 1-Isocyanatoheptane